C(C)C1=NN=C(S1)N 5-ethyl-2-amino-1,3,4-thiadiazole